BrC=1C=C(OCC2=CC3=C(NC=N3)C=C2)C=CC1F 5-[(3-bromo-4-fluoro-phenoxy)methyl]-1H-benzimidazole